dipentene zirconium dichloride [Cl-].[Cl-].[Zr+2].C=CCCC.C=CCCC